5-[bis(thenyl)aminocarbonyloxymethoxy]dimethylaminobenzene C1(=CC=CS1)CN(C(=O)OCOC=1C=CC=C(C1)N(C)C)CC1=CC=CS1